(1S,2S)-1-amino-1-(3-ethoxy-5-fluorophenyl)propan-2-ol hydrochloride Cl.N[C@H]([C@H](C)O)C1=CC(=CC(=C1)F)OCC